2-(pyrrolidin-1-yl)pyridine-N-oxide N1(CCCC1)C1=[N+](C=CC=C1)[O-]